(S)-quinuclidin-3-yl (7'-(4-chlorophenyl)-3',4'-dihydro-1'H-spiro[cyclopropane-1,2'-naphthalen]-1'-yl)carbamate ClC1=CC=C(C=C1)C1=CC=C2CCC3(C(C2=C1)NC(O[C@@H]1CN2CCC1CC2)=O)CC3